cis-ethyl 2-(3-chloro-4-(dimethylcarbamoyl)phenoxy)cyclopropanecarboxylate ClC=1C=C(O[C@@H]2[C@@H](C2)C(=O)OCC)C=CC1C(N(C)C)=O